2-Hexyldecyl 7-({9-[(2-hexyldecyl)oxy]-9-oxononyl}amino)heptadecanoate C(CCCCC)C(COC(CCCCCCCCNC(CCCCCC(=O)OCC(CCCCCCCC)CCCCCC)CCCCCCCCCC)=O)CCCCCCCC